N-dansyl-ethylenediamine S(=O)(=O)(C1=CC=CC=2C(N(C)C)=CC=CC12)NCCN